ClC1=C(C=C(C(=O)NCC2=CC(=C(C=C2)F)F)C(=C1)F)C(=O)NC1=CC2=CC=CC=C2C=C1 4-chloro-N1-(3,4-difluorobenzyl)-6-fluoro-N3-(naphthalen-2-yl)isophthalamide